3-[[4-[2-(tert-Butoxycarbonylamino)-1-(5-tert-butyl-2-pyridyl)ethoxy]-6-(2,6-dimethylphenyl)pyrimidin-2-yl]sulfamoyl]benzoic acid C(C)(C)(C)OC(=O)NCC(OC1=NC(=NC(=C1)C1=C(C=CC=C1C)C)NS(=O)(=O)C=1C=C(C(=O)O)C=CC1)C1=NC=C(C=C1)C(C)(C)C